CC=1C=C2C3=C(NC2=CC1)C=NCC3 6-methyl-4,9-dihydro-3H-pyrido[3,4-B]indole